C1(CC1)CCC1=C(C(=NN1C=1SC=C(N1)C(=O)O)C=1C=C(C=CC1)C1=CC=C(C=C1)CC(C)C)CC1=CC(=C(C=C1)S(N)(=O)=O)F 2-(5-(2-cyclopropylethyl)-4-(3-fluoro-4-sulfamoylbenzyl)-3-(4'-isobutyl-[1,1'-biphenyl]-3-yl)-1H-pyrazol-1-yl)thiazole-4-carboxylic acid